N1(N=CC=C1)CC1=CC(=C(C#N)C(=C1)F)Cl 4-((1H-pyrazol-1-yl)methyl)-2-chloro-6-fluorobenzonitrile